BrC=1C=NC=C(C1C#N)Br 3,5-dibromo-4-cyanopyridine